3-(1-methylpyrazol-4-yl)-6-(7-methyl-[1,2,4]triazolo[4,3-b]pyridazin-6-yl)-7,8-dihydro-5H-1,6-naphthyridine CN1N=CC(=C1)C=1C=NC=2CCN(CC2C1)C=1C(=CC=2N(N1)C=NN2)C